NC=1C(=NC(=CN1)C1=NC(=CC=C1C(F)(F)F)N1CCOCC1)C(=O)NC1=NC=CC=C1N1CCC(CC1)(C)N 3-Amino-N-(3-(4-amino-4-methylpiperidin-1-yl)pyridin-2-yl)-6-(6-morpholino-3-(trifluoromethyl)pyridin-2-yl)pyrazin-2-carboxamid